4-(pyridin-2-yl)thiophene-2-carboxamide N1=C(C=CC=C1)C=1C=C(SC1)C(=O)N